P(=O)(O)([O-])[O-] Mono-Hydrogen-Orthophosphate